(R)-2-ethyl-N-(3-fluoro-4-((3-((1-hydroxypropan-2-yl)amino)-1H-pyrazolo[3,4-b]pyridin-4-yl)oxy)phenyl)-4-(4-fluorophenyl)-3,5-dioxo-2,3,4,5-tetrahydro-1,2,4-triazine-6-carboxamide C(C)N1N=C(C(N(C1=O)C1=CC=C(C=C1)F)=O)C(=O)NC1=CC(=C(C=C1)OC1=C2C(=NC=C1)NN=C2N[C@@H](CO)C)F